ClC=1C=C(C=CC1Cl)C(CN(C)C)N(S(=O)(=O)C1=CC=C(C=C1)OC(F)(F)F)C N-(1-(3,4-dichlorophenyl)-2-(dimethylamino)ethyl)-N-methyl-4-(trifluoromethoxy)benzenesulfonamide